O-(tert-butyl)-N-(6-phenoxynicotinoyl)-L-serine C(C)(C)(C)OC[C@H](NC(C1=CN=C(C=C1)OC1=CC=CC=C1)=O)C(=O)O